COC(C1=NC(=C(C=C1F)OC)C1=C(C=CC=C1C)C)=O.C1(=CC=CC=2C(=CC=CC12)S(=O)(=O)O)S(=O)(=O)O 1,5-naphthalenedisulfonic acid methyl-6-(2,6-dimethylphenyl)-3-fluoro-5-methoxypicolinate